2-[(2E)-2-(aminomethyl)-3-fluoroprop-2-en-1-yl]-4-[6-(morpholin-4-yl)-3,4'-bipyridin-2'-yl]-2,4-dihydro-3H-1,2,4-triazol-3-one NC/C(/CN1N=CN(C1=O)C1=NC=CC(=C1)C=1C=NC(=CC1)N1CCOCC1)=C\F